N-((5-chloro-6-(thiazol-4-ylmethoxy)-1H-indol-2-yl)methyl)-2-hydroxypropanamide ClC=1C=C2C=C(NC2=CC1OCC=1N=CSC1)CNC(C(C)O)=O